dodecylbenzenesulfonic acid, perfluorooctanesulfonic acid salt FC(C(C(C(C(C(C(C(F)(F)F)(F)F)(F)F)(F)F)(F)F)(F)F)(F)F)(S(=O)(=O)O)F.C(CCCCCCCCCCC)C1=C(C=CC=C1)S(=O)(=O)O